2-chloro-4-[(2-fluoro-6-chloro-benzyl)amino]pyrimidin-5-carboxamide ClC1=NC=C(C(=N1)NCC1=C(C=CC=C1Cl)F)C(=O)N